2-(1-((6-(3,5-dichlorophenyl)-3-methyl-2-((6-(4-methylpiperazin-1-yl)pyridin-3-yl)oxy)pyridin-4-yl)methyl)piperidin-4-yl)acetic acid ClC=1C=C(C=C(C1)Cl)C1=CC(=C(C(=N1)OC=1C=NC(=CC1)N1CCN(CC1)C)C)CN1CCC(CC1)CC(=O)O